CC1=CN=NC(=C1)C=C 4-methyl-6-vinylpyridazin